ClC1=C(C=C(C=C1)C(C[C@H](C(F)(F)F)C)N1C[C@@H](N(C[C@H]1C)C=1C=2N=CN(C2N2C(N1)=NN=C2)C[C@H]2OCCC2)C)F 4-((2S,5R)-4-((3R)-1-(4-Chloro-3-fluorophenyl)-4,4,4-trifluoro-3-methylbutyl)-2,5-dimethylpiperazin-1-yl)-1-(((S)-tetrahydrofuran-2-yl)methyl)-1H-[1,2,4]triazolo[3,4-b]purine